CN1C(=C(C2=CC=C(C=C12)C(N[C@@H](C)C1=CC=C(C=C1)C(F)(F)F)=O)CC=1C=C(OC(C(=O)O)C)C=CC1)C 2-(3-((1,2-dimethyl-6-(((S)-1-(4-(trifluoromethyl)phenyl)ethyl)carbamoyl)-1H-indol-3-yl)methyl)phenoxy)propanoic acid